ClC=1C=CC2=C(N=C(S2)C[C@@H](C)N(C)C)C1 (2R)-1-(5-chloro-1,3-benzothiazol-2-yl)-N,N-dimethyl-propan-2-amine